FC=1C=C(C=CC1C(F)(F)F)C1=CN=C2SC(=NN21)C2=CC=C(C=C2)C(=O)N2CCN(CC2)C (4-(5-(3-fluoro-4-(trifluoromethyl)phenyl)imidazo[2,1-b][1,3,4]thiadiazol-2-yl)phenyl)(4-methylpiperazin-1-yl)methanone